dibenzoselenophenyl-(diphenyltriazineyl)terbenzene C1(=CC=CC=2[Se]C3=C(C21)C=CC=C3)C=3C(=C(C=CC3)C=3C(=CC=CC3)C3=CC=CC=C3)C3=NN=NC(=C3C3=CC=CC=C3)C3=CC=CC=C3